C(=CCCCC=CCCCC)O undec-1,6-dienol